O1N=C(C=C1)CCCOCCN1CCN(CC1)C1=CC=C(CCC2=CC(=NO2)CCCCCCN2CCN(CC2)C2=CC=CC=C2)C=C1 5-(4-(4-(2-(3-(isoxazol-3-yl)propoxy)ethyl)piperazin-1-yl)phenethyl)-3-(6-(4-phenylpiperazin-1-yl)hexyl)isoxazole